NC(CC=1C=CC2=C(CCO2)C1)C 5-(2-aminopropyl)-2,3-dihydro-benzofuran